C[C@]12C3CC[C@@]4(C(=CCC4C3CC=C2C[C@@H](CC1)NC(C1=CC=C(C=C1)F)=O)N1C=NC(=C1)C)C N-((3R,10R,13S)-10,13-Dimethyl-17-(4-methyl-1H-imidazol-1-yl)-2,3,4,7,8,9,10,11,12,13,14,15-Dodecahydro-1H-cyclopenta[a]phenanthrene-3-yl)-4-fluorobenzamide